2-((((9H-Fluoren-9-yl)methoxy)carbonyl)(methyl)amino)-4-(6-methylpyridin-3-yl)butanoic acid C1=CC=CC=2C3=CC=CC=C3C(C12)COC(=O)N(C(C(=O)O)CCC=1C=NC(=CC1)C)C